4-((1-((4-Chloro-2-cyanophenyl)sulfonyl)-3-(hydroxymethyl)azetidin-3-yl)methoxy)-2-fluorobenzonitrile ClC1=CC(=C(C=C1)S(=O)(=O)N1CC(C1)(CO)COC1=CC(=C(C#N)C=C1)F)C#N